N[C@H]1CN(C[C@@H](C1)F)C(=O)C1=CC2=C(N(C(=N2)C2=CC=3C(=NC(=CC3)C3=CC=C(C=C3)C(C)O)N2CC2CC2)C)C(=C1)OC 1-[4-(2-{5-[(3R,5R)-3-amino-5-fluoropiperidine-1-carbonyl]-7-methoxy-1-methyl-1H-1,3-benzodiazol-2-yl}-1-(cyclopropylmethyl)-1H-pyrrolo[2,3-b]pyridin-6-yl)phenyl]ethan-1-ol